OC1(C(=C(C(O1)=O)C(=O)NOC)C=1NC2=CC=C(C=C2C1)I)CCCCC 5-hydroxy-4-(5-iodo-1H-indol-2-yl)-N-methoxy-2-oxo-5-pentyl-2,5-dihydrofuran-3-carboxamide